2,3,5-Trimethyl-3,4-dihydro-2H-chromen-7-ol CC1OC2=CC(=CC(=C2CC1C)C)O